BrC1=NN(C(=C1C#N)NCCOC)[C@H]1C[C@@H](N(C1)C(=O)OC(C)(C)C)COC Tert-butyl (2R,4S)-4-[3-bromo-4-cyano-5-[(2-methoxyethyl)amino]pyrazol-1-yl]-2-(methoxymethyl)pyrrolidine-1-carboxylate